5-{2-[(4-sulfamoylphenyl)amino]pyrimidin-5-yl}oxolan-3-yl N-[(2S)-4,4,4-trifluorobutan-2-yl]carbamate FC(C[C@H](C)NC(OC1COC(C1)C=1C=NC(=NC1)NC1=CC=C(C=C1)S(N)(=O)=O)=O)(F)F